Methyl 3-(3-(2-(2-fluoro-5-((6-fluoro-4-(methylthio)-1H-indol-5-yl)oxy)phenyl)-1H-imidazole-5-carbonyl)phenyl)propanoate FC1=C(C=C(C=C1)OC=1C(=C2C=CNC2=CC1F)SC)C=1NC(=CN1)C(=O)C=1C=C(C=CC1)CCC(=O)OC